tert-butyl N-[(1S)-4-(2-amino-1H-imidazol-1-yl)-1-{[(1S)-1-[5-(methoxymethyl)-1,2,4-oxadiazol-3-yl]-2,2-dimethylpropyl]carbamoyl}butyl]carbamate NC=1N(C=CN1)CCC[C@@H](C(N[C@@H](C(C)(C)C)C1=NOC(=N1)COC)=O)NC(OC(C)(C)C)=O